C(C)(C)(C)OC(=O)NCC1=CC=C(C=C1)NC(=O)C1=CC2=C(OCCC3=C2SC=C3)C=C1C=1C(=NC(=CC1)C(NCC1(CCC1)C)=O)C(=O)OC methyl 3-(9-((4-(((tert-butoxycarbonyl)amino)methyl)phenyl)carbamoyl)-4,5-dihydrobenzo[b]thieno[2,3-d]oxepin-8-yl)-6-(((1-methylcyclobutyl)methyl)carbamoyl)picolinate